ClC=1C=C(C=CC1)C1=CC=C2C=3C=CC(=CC3C(C2=C1)(C)C)C#N 7-(3-chlorophenyl)-9,9-dimethyl-9H-fluorene-2-carbonitrile